C(C)C=1C=C(C=NC1)CN (5-ethylpyridin-3-yl)methanamine